tert-butyl (R)-3-(4-(methoxycarbonyl)-2-nitrophenoxy)pyrrolidine-1-carboxylate COC(=O)C1=CC(=C(O[C@H]2CN(CC2)C(=O)OC(C)(C)C)C=C1)[N+](=O)[O-]